1,1,1-trifluoro-2-methylpropan-2-yl ((4-(5-(1,1-difluoroethyl)isoxazol-3-yl)bicyclo[2.2.2]octan-1-yl)methyl)(4'-isopropoxy-[1,1'-biphenyl]-3-yl)carbamate FC(C)(F)C1=CC(=NO1)C12CCC(CC1)(CC2)CN(C(OC(C(F)(F)F)(C)C)=O)C=2C=C(C=CC2)C2=CC=C(C=C2)OC(C)C